[Mg+2].[Ca+2].C(C)(=O)[O-].C(C)(=O)[O-].C(C)(=O)[O-].C(C)(=O)[O-] Acetic acid calcium magnesium salt